C(C1=CC=CC=C1)N1C(N(C=C1)CC1=C(N=NN1C)C1=CC=C(C=C1)O)=O 1-benzyl-3-((4-(4-hydroxyphenyl)-1-methyl-1H-1,2,3-triazol-5-yl)methyl)-1,3-dihydro-2H-imidazol-2-one